2,6-diisopropyl-4-trimethylsilyl-phenol C(C)(C)C1=C(C(=CC(=C1)[Si](C)(C)C)C(C)C)O